N-[6-(2,8-dimethylimidazo[1,2-b]pyridazin-6-yl)-8-fluoro-[1,2,4]triazolo[1,5-a]pyridin-2-yl]azetidine-3-carboxamide CC=1N=C2N(N=C(C=C2C)C=2C=C(C=3N(C2)N=C(N3)NC(=O)C3CNC3)F)C1